2-[3-(4-Chloro-3-isopropyloxyphenyl)-1-methyl-1H-1,2,4-triazol-5-yl]-N-[(2,6-dimethylpyridin-4-yl)methyl]acetamid ClC1=C(C=C(C=C1)C1=NN(C(=N1)CC(=O)NCC1=CC(=NC(=C1)C)C)C)OC(C)C